(2-Benzyl-4-methylphenylethyl)-4-methylpiperazine C(C1=CC=CC=C1)C1=C(C=CC(=C1)C)CCN1CCN(CC1)C